FC(C(=O)O)(F)F.ClC1=C(C=CC=C1C=1C=NN2C1N=CC=C2)[C@@]2(CC(N(C(N2)=N)[C@@H]2C[C@@H](OCC2)C)=O)C (6S)-6-[2-Chloro-3-(pyrazolo[1,5-a]pyrimidin-3-yl)phenyl]-2-imino-6-methyl-3-[(2S,4S)-2-methyl-tetrahydropyran-4-yl]hexahydro-pyrimidin-4-one trifluoroacetic acid salt